tert-butyl 2-(((tert-butyldimethylsilyl)oxy)methyl)-3-(2,2,2-trifluoro-N-(4-methoxybenzyl)acetamido)piperidine-1-carboxylate [Si](C)(C)(C(C)(C)C)OCC1N(CCCC1N(C(C(F)(F)F)=O)CC1=CC=C(C=C1)OC)C(=O)OC(C)(C)C